6-((1R,4S,5S)-5-(4-methylthiazol-5-yl)-2-azabicyclo[2.2.2]octan-2-yl)-4-(3-(piperazin-1-yl)azetidin-1-yl)-2-(trifluoromethyl)nicotinonitrile CC=1N=CSC1[C@@H]1[C@H]2CN([C@@H](C1)CC2)C2=NC(=C(C#N)C(=C2)N2CC(C2)N2CCNCC2)C(F)(F)F